ClC=1C=CC(=C(C(=O)N[C@H](C(C(=O)NC)=O)C[C@H]2C(N[C@@H](C2)C)=O)C1)NC(C(C)C)=O 5-chloro-N-[(1S)-3-(methylamino)-1-[[(3S,5R)-5-methyl-2-oxo-pyrrolidin-3-yl]methyl]-2,3-dioxo-propyl]-2-(2-methylpropanoylamino)benzamide